C(C)OC(CCCCCCC(OC)OC(CCCCCCC(OCC)OCC)OC)OCC diethoxyheptylmethoxymethyl ether